C(C1=CC=CC=C1)OC(=O)N[C@H](C(=O)OC)C1CCN(CC1)C1=CC=CC=C1 methyl (2S)-2-(benzyloxycarbonylamino)-2-(1-phenyl-4-piperidyl)acetate